Methyl 2-[acetyl(4-methylbenzyl)amino]-7-chloro-6-hydroxy-1-benzothiophene-3-carboxylate C(C)(=O)N(C=1SC2=C(C1C(=O)OC)C=CC(=C2Cl)O)CC2=CC=C(C=C2)C